C(C)OC(CCCCCCN1C(/C(/CC1=O)=C/C1=CC=C(C=C1)C(C)C)=O)=O.NC1=CC=C(OC2=CC=C(C=C2)C(C)(C)C2=CC=C(C=C2)OC2=CC=C(C=C2)N)C=C1 2,2-bis-[4-(4-aminophenoxy)phenyl]propane ethyl-(E)-7-(3-(4-isopropylbenzylidene)-2,5-dioxopyrrolidinyl)heptanoate